ClC1=CC(=C(C=C1)[C@@]1(OC2=C(O1)C=CC=C2C2CCN(CC2)CC2=NC=C(C=C2C(C)S(=O)(=O)C)C2=NN=C(N2)C(F)(F)F)C)F ((4-((S)-2-(4-chloro-2-fluorophenyl)-2-methylbenzo[d][1,3]dioxol-4-yl)piperidin-1-yl)methyl)-3-(1-(methylsulfonyl)ethyl)-5-(5-(trifluoromethyl)-4H-1,2,4-triazol-3-yl)pyridine